6-[(1-allyl-cyclohexyl)amino]-N'-[(2R)-2-benzyloxy-2-(trifluoromethyl)hex-5-enoyl]-3-nitro-5-(trifluoromethyl)pyridine-2-carbohydrazide C(C=C)C1(CCCCC1)NC1=C(C=C(C(=N1)C(=O)NNC([C@](CCC=C)(C(F)(F)F)OCC1=CC=CC=C1)=O)[N+](=O)[O-])C(F)(F)F